C1(CC1)C1=C(C(=NO1)C1=C(C=CC=C1Cl)Cl)COC1=CC=C2C(=N1)C(CC1=C(O2)C=C(C=C1)C(=O)O)(C)C 2-((5-cyclopropyl-3-(2,6-dichlorophenyl)isoxazol-4-yl)methoxy)-11,11-dimethyl-10,11-dihydrobenzo[6,7]oxepino[3,2-b]pyridine-7-carboxylic acid